N(=C=O)C1=CC(=C(C=C1)C=1C=CC(=NC1)C)C=1N=NN(N1)C(C1=CC=CC=C1)(C1=CC=CC=C1)C1=CC=CC=C1 5-(4-isocyanato-2-(2-trityl-2H-tetrazol-5-yl)phenyl)-2-methylpyridine